ClC1=CC=C(CC2COCC(N2)=O)C=C1 5-(4-chlorobenzyl)morpholin-3-one